2-Chloro-4-fluoro-5-(methoxycarbonyl)benzoic Acid ClC1=C(C(=O)O)C=C(C(=C1)F)C(=O)OC